N-(azetidin-3-yl)-2-(2,4-dichlorophenoxy)acetamide N1CC(C1)NC(COC1=C(C=C(C=C1)Cl)Cl)=O